rac-ethyl 1-(4-fluorophenyl)-2,4-dioxopyrrolidine-3-carboxylate FC1=CC=C(C=C1)N1C([C@@H](C(C1)=O)C(=O)OCC)=O |r|